N-(3-(1-(2,6-Dioxopiperidin-3-yl)-1H-indazol-6-yl)prop-2-yn-1-yl)-5-(8-(7-ethyl-1,3-dimethyl-2-oxo-1,2-dihydroquinolin-5-yl)isoquinolin-3-yl)picolinamide O=C1NC(CCC1N1N=CC2=CC=C(C=C12)C#CCNC(C1=NC=C(C=C1)C=1N=CC2=C(C=CC=C2C1)C1=C2C=C(C(N(C2=CC(=C1)CC)C)=O)C)=O)=O